N1C=NC2=C1C=C(C=C2)CN(C2=CC=C(CN1C(CNCC1)=O)C=C2)CC2=CC(=CC=C2)OC 1-(4-(((1H-benzo[d]imidazol-6-yl)methyl)(3-methoxybenzyl)amino)benzyl)piperazin-2-one